C1(CCCCC1)C=1C=C2C(=NC1)NC=C2NC(NC2=CC=C(C=C2)C(F)(F)F)=O 3-[5-cyclohexyl-1H-pyrrolo[2,3-b]pyridin-3-yl]-1-[4-(trifluoromethyl)phenyl]urea